(2s,4s)-1-Boc-4-aminopyrrolidine-2-carboxylic acid methyl ester hydrochloride Cl.COC(=O)[C@H]1N(C[C@H](C1)N)C(=O)OC(C)(C)C